FC1=C(C=C(C=C1)OC=1C(=C2C=CNC2=C(C1F)F)F)C1=NC(=NN1C)[C@@]1(CCOC2=C(C=CC=C12)CCC(=O)O)C 3-[(4R)-4-[5-[2-fluoro-5-[(4,6,7-trifluoro-1H-indol-5-yl)oxy]phenyl]-1-methyl-1,2,4-triazol-3-yl]-4-methyl-chroman-8-yl]propanoic acid